(S)-2-[(R*)-3-(3-hydroxy-phenyl)-piperidin-1-ylmethyl]-2,3-dihydro-benzo[1,4]dioxin-5-ol OC=1C=C(C=CC1)[C@@H]1CN(CCC1)C[C@H]1COC2=C(O1)C=CC=C2O |o1:7|